C(CC)OC1=CC=C(OC2CN(C2)C=2C(=C(C(=O)O)C=CC2)N2C=CC=C2)C=C1 3-(3-(4-propoxyphenoxy)azetidin-1-yl)-2-(1H-pyrrol-1-yl)benzoic acid